N-(9,9-dimethyl-9H-fluoren-2-yl)-N-(11,11-diphenyl-11H-benzo[a]fluoren-9-yl)dibenzo[b,d]furan-1-amine CC1(C2=CC=CC=C2C=2C=CC(=CC12)N(C1=CC=CC=2OC3=C(C21)C=CC=C3)C3=CC=C2C1=CC=C4C(=C1C(C2=C3)(C3=CC=CC=C3)C3=CC=CC=C3)C=CC=C4)C